5H-[1,4]dithiino[2,3-c:5,6-c']dipyrrole-1,3,5,7(2H,6H)-tetron C1(C2=C(C(N1)=O)SC1=C(C(NC1=O)=O)S2)=O